ClC=1C=C(OCC(=O)N)C=C(C1CC1=CC(=C(C=C1)O)C=1C=NC=CC1)Cl 2-(3,5-dichloro-4-(4-hydroxy-3-(pyridin-3-yl)benzyl)phenoxy)acetamide